N-((5-chloro-4-(((ethyl(methyl)amino)methylene)amino)-2-methylphenyl)(methyl)(oxo)-λ6-sulfaneylidene)-3-(difluoromethyl)-1-methyl-1H-pyrazole-4-carboxamide ClC=1C(=CC(=C(C1)S(=NC(=O)C=1C(=NN(C1)C)C(F)F)(=O)C)C)N=CN(C)CC